C(CC)N(S(=O)(=O)C1=CC=C(C(=O)OC2C(CCCC2)[Se]C2=CC=CC=C2)C=C1)CCC 2-(phenylselanyl)cyclohexyl 4-(N,N-dipropylsulfamoyl)benzoate